6-amino-3-oxo-3,4-dihydro-2H-benzo[b][1,4]oxazine-7-carbaldehyde NC1=CC2=C(OCC(N2)=O)C=C1C=O